(3S,6S,9aS)-3-(4-hydroxybenzyl)-6-isobutyl-8-isopentyl-2-methylhexahydro-4H-pyrazino[1,2-a]pyrazine-4,7(6H)-dione OC1=CC=C(C[C@@H]2N(C[C@@H]3N(C2=O)[C@H](C(N(C3)CCC(C)C)=O)CC(C)C)C)C=C1